(R)-9-fluoro-8-methoxy-2-(1-(1-methyl-1H-1,2,3-triazol-4-yl)piperidin-3-yl)-[1,2,4]triazolo[1,5-c]quinazolin-5-amine FC1=CC=2C=3N(C(=NC2C=C1OC)N)N=C(N3)[C@H]3CN(CCC3)C=3N=NN(C3)C